2-(tetradecyloxy)acetyl chloride C(CCCCCCCCCCCCC)OCC(=O)Cl